C(=O)(O)CCCCCN(C=1C=C2[O+]=C3C=C(CC(C3=CC2=CC1)(C)C)C1=C(C(=C(C=C1)S(=O)(=O)[O-])N)C)CCCS(=O)(=O)[O-] [6-[5-carboxypentyl (3-sulfonatopropyl) amino]-1,1-dimethyl-2H-xanthene-10-ium-3-yl]-methyl-amino-benzene-sulfonate